CN(CC1CCCCC1)C dimethyl-cyclohexylmethylamine